2,2'-bis((di(1H-pyrrol-1-yl)phosphino)oxy)-1,1'-biphenyl N1(C=CC=C1)P(OC1=C(C=CC=C1)C1=C(C=CC=C1)OP(N1C=CC=C1)N1C=CC=C1)N1C=CC=C1